N1C(=CC2=CC=CC=C12)C1=NC2=C(N1C)C=CC(=C2)C(=O)N2C[C@@H](CCC2)NC(OC(C)(C)C)=O (R)-tert-butyl (1-(2-(1H-indol-2-yl)-1-methyl-1H-benzo[d]imidazole-5-carbonyl)piperidin-3-yl)carbamate